CCN1C=C(C(=O)C2=CN=C(N=C21)N3CCNCC3)C(=O)O The molecule is a pyridopyrimidine that is 5-oxo-5,8-dihydropyrido[2,3-d]pyrimidine-6-carboxylic acid substituted at position 2 by a piperazin-1-yl group and at position 8 by an ethyl group. A synthetic broad-spectrum antibacterial, it is used for treatment of gastrointestinal, biliary, and urinary infections. It has a role as an antibacterial drug and a DNA synthesis inhibitor. It is a monocarboxylic acid, an amino acid, a N-arylpiperazine, a pyridopyrimidine and a quinolone antibiotic.